1-benzyl-3-(5-ethynyl-2-{[4-(4-methylpiperazin-1-yl)phenyl]amino}pyrido[2,3-d]pyrimidin-7-yl)urea C(C1=CC=CC=C1)NC(=O)NC=1C=C(C2=C(N=C(N=C2)NC2=CC=C(C=C2)N2CCN(CC2)C)N1)C#C